(E)-2-(1-iodo-2-phenyl-2-(2,2,2-trifluoroethoxy)vinyl)benzonitrile I\C(=C(\OCC(F)(F)F)/C1=CC=CC=C1)\C1=C(C#N)C=CC=C1